FC(C1(CC1)C#CC1=NC(=NC(=N1)N)NC(C(F)(F)F)C)F 6-((1-(difluoromethyl)cyclopropyl)ethynyl)-N4-(1,1,1-Trifluoropropan-2-yl)-1,3,5-triazine-2,4-diamine